ClC=1C=C(CCN2C[C@@H](CCC2)COC2=CC=C(C=C2)S(=O)(=O)C)C=CC1 (R)-1-(3-chlorophenethyl)-3-((4-(methylsulfonyl)phenoxy)methyl)piperidine